(1aS,5aS)-2-Pyrazin-2-yl-1a,2,5,5a-tetrahydro-1H-2,3-diazacyclopropa[a]pentalen N1=C(C=NC=C1)N1N=CC=2C[C@H]3[C@@H](C12)C3